FC(C1=CC=C(C(=O)NC23CC(C2)(C3)C(F)(F)F)C=C1)(F)F 4-(trifluoromethyl)-N-(3-(trifluoromethyl)bicyclo[1.1.1]pentan-1-yl)benzamide